N-(2-{4-[(aminosulfonyl)amino]hexahydropyridin-1-yl}-5-fluorophenyl)-8-(benzo-1,4-dioxane-6-yl)imidazo[3,2-a]pyrazine-6-carboxamide NS(=O)(=O)NC1CCN(CC1)C1=C(C=C(C=C1)F)NC(=O)C=1N=C(C=2N(C1)C=CN2)C2=CC1=C(OCCO1)C=C2